C(C)(C)(C)OC(=O)NC(C(=O)O)CC1=NC=CC=C1 (tert-butoxycarbonylamino)-3-(2-pyridyl)propionic acid